tetracosyl n-triacontanoate C(CCCCCCCCCCCCCCCCCCCCCCCCCCCCC)(=O)OCCCCCCCCCCCCCCCCCCCCCCCC